COC1=CC=C(CN(S(=O)(=O)C)[C@@H]2[C@@H](N([C@@H](C2)C)C(=O)OCCCCl)CO[Si](CC)(CC)CC)C=C1 3-chloropropyl (2R,3S,5R)-3-(N-(4-methoxybenzyl)methyl sulfonamido)-5-methyl-2-(((triethylsilyl)oxy)methyl)pyrrolidine-1-carboxylate